C1(CC1)[C@@H]1[C@@H](N1[S@](=O)C(C)(C)C)C(=O)O[Li] lithio (2R,3R)-3-cyclopropyl-1-[(R)-2-methylpropane-2-sulfinyl]aziridine-2-carboxylate